1-(4-Fluorophenyl)-5-((4-hydroxypiperidin-4-yl)methyl)-1,5-dihydro-4H-pyrazolo[3,4-d]pyrimidin-4-one FC1=CC=C(C=C1)N1N=CC2=C1N=CN(C2=O)CC2(CCNCC2)O